7-Methyl-1,5,7-triazabicyclodec-5-en CN1C=NCCCN(CCC1)C1CCCCCCCCC1